2-(2-{5-[(3R,5R)-3-amino-5-fluoropiperidine-1-carbonyl]-7-methoxy-1-methyl-1H-1,3-benzodiazol-2-yl}-1-(cyclopropylmethyl)-1H-pyrrolo[2,3-b]pyridin-6-yl)pyridin-4-ol N[C@H]1CN(C[C@@H](C1)F)C(=O)C1=CC2=C(N(C(=N2)C2=CC=3C(=NC(=CC3)C3=NC=CC(=C3)O)N2CC2CC2)C)C(=C1)OC